methyl (2S)-3-cyclohexyl-2-(((2,2-dimethyl-1-phenylpropoxy) carbonyl)amino)propanoate C1(CCCCC1)C[C@@H](C(=O)OC)NC(=O)OC(C(C)(C)C)C1=CC=CC=C1